2,2-Bis{[3-(dodecylthio)-1-oxopropoxy]methyl}propane C(CCCCCCCCCCC)SCCC(OCC(C)(C)COC(CCSCCCCCCCCCCCC)=O)=O